N-(1-cyanocyclopropyl)-4-(4-hydroxy-4-(trifluoromethyl)piperidin-1-yl)-9H-pyrimido[4,5-b]indole-7-sulfonamide C(#N)C1(CC1)NS(=O)(=O)C1=CC=C2C3=C(NC2=C1)N=CN=C3N3CCC(CC3)(C(F)(F)F)O